C([C@H]([C@@H](CS)O)O)S DL-1,4-Dithiothreitol